C1(CC1)NC(C1=CC(=C(C=C1)C)C=1C=NN(C1)C1=CN=C2N1C=C(C=C2)S(=O)(=O)C(C)(C)C)=O N-cyclopropyl-4-methyl-3-{1-[6-(2-methyl-propane-2-sulfonyl)-imidazo[1,2-a]pyridin-3-yl]-1H-pyrazol-4-yl}-benzamide